CN(CCN(C=1C(=CC(=CC1)NC1=NC=C(C(=N1)C1=CNC2=C(C=CC=C12)F)C(F)(F)F)N)C)C N1-(2-(dimethylamino)ethyl)-N4-(4-(7-fluoro-1H-indol-3-yl)-5-(trifluoromethyl)pyrimidin-2-yl)-N1-methylbenzene-1,2,4-triamine